(2S)-N-(5-(2,4-difluorophenoxy)pyrazin-2-yl)-2-(3,3-dimethyl-4-(4,5,6,7-tetrahydro-1H-benzo[d][1,2,3]triazole-5-carbonyl)piperazin-1-yl)propanamide FC1=C(OC=2N=CC(=NC2)NC([C@H](C)N2CC(N(CC2)C(=O)C2CC3=C(NN=N3)CC2)(C)C)=O)C=CC(=C1)F